C(C)(C)(C)OC(=O)N1[C@H](CN(CC1)C=1C2=C(N=C(N1)OC[C@H]1N(CCC1)C)CN(CC2)C=2C=CC=C1C=CC=NC21)CC#N (S)-2-(cyanomethyl)-4-{2-[((S)-1-methylpyrrolidin-2-yl)methoxy]-7-(quinolin-8-yl)-5,6,7,8-tetrahydropyrido[3,4-d]pyrimidin-4-yl}piperazine-1-carboxylic acid tert-butyl ester